(Z)-13-Hexadecenyl acetate C(C)(=O)OCCCCCCCCCCCC\C=C/CC